4-methyl-N-(2-(2-(trifluoromethyl)phenyl)-1H-pyrrolo[2,3-b]pyridin-6-yl)-1,2,5-oxadiazole-3-carboxamide CC=1C(=NON1)C(=O)NC1=CC=C2C(=N1)NC(=C2)C2=C(C=CC=C2)C(F)(F)F